N-(4-([1,2,4]triazolo[1,5-c]pyrimidin-7-yloxy)-3-methylphenyl)-5-((1S,5S)-2-(2-fluoroethyl)-2,6-diazabicyclo[3.2.0]heptan-6-yl)-6-methoxyquinazolin-4-amine N=1C=NN2C=NC(=CC21)OC2=C(C=C(C=C2)NC2=NC=NC1=CC=C(C(=C21)N2[C@H]1CCN([C@H]1C2)CCF)OC)C